C12(C(C#CCCCC2C1)P([O-])(=O)[O-])P([O-])(=O)[O-] bicyclo[6.1.0]nonyne-bisphosphonate